O1COC2=C1C=CC(=C2)N(C2CCN(CC2)C(=O)N2N=NC1=C2C=CC(=C1)C#N)C1=CC=C(C=C1)C(F)(F)F 1-(4-(benzo[d][1,3]dioxol-5-yl(4-(trifluoromethyl)phenyl)amino)piperidine-1-carbonyl)-1H-benzo[d][1,2,3]triazole-5-carbonitrile